CS(=O)(=O)O[C@H]1COCCC1 |r| rac-(R)-tetrahydro-2H-pyran-3-yl methanesulfonate